3-(3-Fluoro-4-((methylsulfonyl)methyl)phenyl)-7-(1-(4-((sulfamoylamino)methyl)-1H-1,2,3-triazol-1-yl)ethyl)-1H-indole-2-carboxylic acid FC=1C=C(C=CC1CS(=O)(=O)C)C1=C(NC2=C(C=CC=C12)C(C)N1N=NC(=C1)CNS(N)(=O)=O)C(=O)O